5-chloro-4-(1,5-dimethylpyrazol-4-yl)-6-(1-methylpyrazol-4-yl)-N-pentyl-pyridine-2-carboxamide ClC=1C(=CC(=NC1C=1C=NN(C1)C)C(=O)NCCCCC)C=1C=NN(C1C)C